1-(6,7-dihydro-5H-benzo[6,7]cyclohepta[1,2-c]pyridazin-3-yl)-N3-(4-((2-(methoxy)ethyl)aminocarbonyl)phenyl)-1H-1,2,4-triazole-3,5-diamine N1=NC(=CC2=C1C1=C(CCC2)C=CC=C1)N1N=C(N=C1N)NC1=CC=C(C=C1)C(=O)NCCOC